C(C)NS(=O)(=O)C1=C(C=CC(=C1)NC=1N(N=CC1)C(C)C)C1=CN=C(S1)[C@@H]1CC[C@H](CC1)NC(OC(C)(C)C)=O tert-butyl trans-N-[4-[5-[2-(ethylsulfamoyl)-4-[(2-isopropylpyrazol-3-yl)amino]phenyl]thiazol-2-yl]cyclohexyl]carbamate